1-Methyl-2,3-dihydro-1H-pyrrolo[2,3-c]isoquinoline CC1CNC=2N=CC=3C=CC=CC3C21